CS(=O)(=O)[O-].[Ni+2].COC1=CC2=C([C@H](C2)CNC)C=C1OC.CS(=O)(=O)[O-] (1S)-4,5-dimethoxy-1-[(methylamino)methyl]benzocyclobutane nickel(II) methanesulfonate